para-trifluoromethylaniline-13C6 FC([13C]1=[13CH][13CH]=[13C](N)[13CH]=[13CH]1)(F)F